(S)-1-(3-((3-(4-phenoxyphenyl)-1H-pyrazolo[3,4-d]pyrimidin-1-yl)methyl)pyrrolidin-1-yl)prop-2-en-1-one O(C1=CC=CC=C1)C1=CC=C(C=C1)C1=NN(C2=NC=NC=C21)C[C@@H]2CN(CC2)C(C=C)=O